4-chloro-2-iodo-N,N-dimethylaniline ClC1=CC(=C(N(C)C)C=C1)I